CC1=CC=C(C[C@H](N)C(=O)O)C=C1 4-methyl-L-phenylalanine